CC1=C(C=CC=C1)OC(=O)C=1C=C(C=C2C1C(=C(O2)C2=CC=C(C=C2)OC)C2=CC(=CC(=C2)OC)OC)OC 2-(4-methoxyphenyl)-3-(3,5-dimethoxyphenyl)-6-methoxy-4-benzofurancarboxylic acid-2-methylphenyl ester